FCOC=1C=C2C(=CC=NC2=CC1OC)N1CCC(CC1)C1(CC1)CNS(=O)(=O)NC(OC(C)(C)C)=O tert-butyl (N-((1-(1-(6-(fluoromethoxy)-7-methoxyquinolin-4-yl)piperidin-4-yl)cyclopropyl)methyl)sulfamoyl)carbamate